C(C)(C)(C)OC(=O)N1[C@@H](C[C@@H](C1)OC1=CC=C(C=C1)C(F)(F)F)CO (2S,4S)-2-(hydroxymethyl)-4-(4-(trifluoromethyl)phenoxy)pyrrolidine-1-carboxylic acid tert-butyl ester